ClC1=C(C=CC=C1Cl)SC=1C=2N(C(=NC1)N1CC(NC(C1)C)C)C=NN2 8-((2,3-dichlorophenyl)thio)-5-(3,5-dimethylpiperazin-1-yl)-[1,2,4]triazolo[4,3-c]pyrimidine